N-(1-methyl-3-(trifluoromethyl)-1H-pyrazol-5-yl)nicotinamide CN1N=C(C=C1NC(C1=CN=CC=C1)=O)C(F)(F)F